C(=O)(OCC1C2=CC=CC=C2C2=CC=CC=C12)N([C@@H](CCCCN)C(=O)O)N=[N+]=[N-] Fmoc-azido-L-Lysine